The molecule is a 3-oxo-fatty acyl-CoA(4-) arising from deprotonation of the phosphate and diphosphate functions of 3-oxoisoheptadecanoyl-CoA. It is an 11,12-saturated fatty acyl-CoA(4-) and a long-chain 3-oxo-fatty acyl-CoA(4-). It is a conjugate base of a 3-oxoisoheptadecanoyl-CoA. CC(C)CCCCCCCCCCCC(=O)CC(=O)SCCNC(=O)CCNC(=O)[C@@H](C(C)(C)COP(=O)([O-])OP(=O)([O-])OC[C@@H]1[C@H]([C@H]([C@@H](O1)N2C=NC3=C(N=CN=C32)N)O)OP(=O)([O-])[O-])O